COC=1C(=NC=CC1)C(=O)NC methoxy-N-methylpyridine-2-carboxamide